3-(2-amino-ethylamino)propyl-dimethyl-methoxysilane NCCNCCC[Si](OC)(C)C